[2-[(1r,5s)-3-oxa-6-azabicyclo[3.1.1]hept-6-yl]-6-quinolinyl]methanol [C@@H]12COC[C@@H](N1C1=NC3=CC=C(C=C3C=C1)CO)C2